OC1=C(C2=C(C=3CCCOC13)C(=C(C(O2)=O)CC(=O)N2CC(CC2)OC)C)C=O 6-hydroxy-2-(2-(3-methoxypyrrolidin-1-yl)-2-oxoethyl)-1-methyl-3-oxo-3,8,9,10-tetrahydropyrano[3,2-f]chromene-5-carbaldehyde